4-(2-cyano-7-((5-methoxy-7-methyl-1H-indol-4-yl)methyl)-7-azaspiro[3.5]nonan-6-yl)-N-(pyrazin-2-ylmethyl)benzamide C(#N)C1CC2(C1)CC(N(CC2)CC2=C1C=CNC1=C(C=C2OC)C)C2=CC=C(C(=O)NCC1=NC=CN=C1)C=C2